L-3-METHYLASPARTIC ACID CC([C@H](N)C(=O)O)C(=O)O